C(CCCCCCC\C=C\C=C/CCC)O (E,Z)-9,11-pentadecadienol